N[C@H](C(C(=O)O)O)CC1=CC=CC=C1 (3S)-β-amino-2-hydroxy-4-phenylbutyric acid